N-[(3-Fluorophenyl)-methyl]-4-methyl-6-morpholin-4-yl-2-propoxy-pyridine-3-carboxylic acid amide FC=1C=C(C=CC1)CNC(=O)C=1C(=NC(=CC1C)N1CCOCC1)OCCC